C(C)(C)(C)OC(=O)NC1CCN(CC1)S(=O)(=O)C=1C=C(C=CC1)C1CCN(CC1)CC1CCN(CC1)C1=CC(=C(C(=O)OC)C=C1)C=O methyl 4-(4-((4-(3-((4-((tert-butoxycarbonyl)amino)piperidin-1-yl)sulfonyl)phenyl)piperidin-1-yl)methyl)piperidin-1-yl)-2-formylbenzoate